C1(CC1)C1=C(C(=NO1)C1=C(C=CC=C1)OC(F)(F)F)COC1CCN(CC1)C1=CC=C(C(=O)NN)C=C1 4-(4-((5-cyclopropyl-3-(2-(trifluoromethoxy)phenyl)isoxazol-4-yl)methoxy)piperidin-1-yl)benzohydrazide